ClC(C1=NC2=C(N1)C=CC=C2)(Cl)Cl 2-(trichloromethyl)-1H-1,3-benzodiazole